COCC(C)(C)NCC1=NC=CC(=C1)NC(=O)C1OC(C(C1)C)(C(F)(F)F)C N-(2-(((1-methoxy-2-methylpropan-2-yl)amino)methyl)pyridin-4-yl)-4,5-dimethyl-5-(trifluoromethyl)tetrahydrofuran-2-carboxamide